ClC1=C(C=2N=C(N=C3C2C(=N1)OCCC1(COC1)N3C)S(=O)C)F 5-chloro-4-fluoro-11-methyl-2-(methylsulfinyl)-8,9-dihydro-11H-7-oxa-1,3,6,11-tetraazaspiro[cycloocta[de]naphthalene-10,3'-oxetan]